FC1(CC1)[C@H](CCO)NC (3S)-3-(1-fluorocyclopropyl)-3-(methylamino)propan-1-ol